[C@H]12CN(C[C@H](CC1)N2)C2=NC(=NC1=C(C(=C(C=C21)F)C2=C(C=CC=C2F)O)F)OC[C@H]2N(CCC2)C 2-(4-((1R,5S)-3,8-diazabicyclo[3.2.1]octan-3-yl)-6,8-difluoro-2-(((S)-1-methylpyrrolidin-2-yl)methoxy)quinazolin-7-yl)-3-fluorophenol